FC1=CC(=C(C=C1C=1C=NC(=NC1)N1CCOCC1)NC(=O)C1=CNC(C=C1C(F)(F)F)=O)N1CC2CCC(C1)N2C N-[4-fluoro-2-(8-methyl-3,8-diazabicyclo[3.2.1]octan-3-yl)-5-(2-morpholin-4-ylpyrimidin-5-yl)phenyl]-6-oxo-4-(trifluoromethyl)-1H-pyridine-3-carboxamide